(2S,4R)-1-((S)-2-amino-3,3-dimethylbutyryl)-4-hydroxy-N-((S)-1-(4-(1-ethyl-1H-pyrazol-5-yl)phenyl)ethyl)pyrrolidine-2-carboxamide N[C@H](C(=O)N1[C@@H](C[C@H](C1)O)C(=O)N[C@@H](C)C1=CC=C(C=C1)C1=CC=NN1CC)C(C)(C)C